N-(3,5-dichloro-4-((1-isopropyl-1H-benzo[d]imidazol-6-yl)oxy)phenyl)-5-oxo-4,5-dihydro-1,2,4-oxadiazole-3-carboxamide ClC=1C=C(C=C(C1OC=1C=CC2=C(N(C=N2)C(C)C)C1)Cl)NC(=O)C1=NOC(N1)=O